C(C)(C)(C)OC(=O)N[C@H](C(=O)O)CC1=CC(=CC=C1)Cl (S)-2-(tertbutoxycarbonylamino)3-(3-chlorophenyl)propanoic acid